[PH2](OC1=CC=CC2=CC3=CC=CC=C3C=C12)=O anthryl phosphinate